tert-butyl 6-(((tert-butyldiphenylsilyl) oxy) methyl)-1,4-oxaazepane-4-carboxylate [Si](C1=CC=CC=C1)(C1=CC=CC=C1)(C(C)(C)C)OCC1CN(CCOC1)C(=O)OC(C)(C)C